C(CC)OC(=O)C=1C=NC=CC1 propyl-3-pyridinecarboxylate